[1-13C]glycine NC[13C](=O)O